ethyl 1-[4-(acetyloxy)butyl]-4-aminoimidazole-2-carboxylate C(C)(=O)OCCCCN1C(=NC(=C1)N)C(=O)OCC